C(\C=C\C1=CC(OC)=C(O)C(OC)=C1)(=O)C([C@@H]1[C@H]([C@H]([C@@H](O1)N1C(=O)NC(=O)C=C1)O)O)O 5'-sinapoyl-uridine